FC=1C=C(C=CC1[N+](=O)[O-])N1CCC(CC1)(O)CC(=O)OC(C)(C)C tert-butyl 2-[1-(3-fluoro-4-nitrophenyl)-4-hydroxy-4-piperidyl]acetate